(E)-3-styrylthiophene C(=C\C1=CC=CC=C1)/C1=CSC=C1